CP(OC)(OCCCCCCC)=O methyl heptyl methylphosphonate